C(#N)C(CCC(=O)O)(C)SC(=S)CCCCCCCCCCCC 4-cyano-4-[(dodecyl-thiocarbonyl)-thio]pentanoic acid